FC1=C(C=CC(=N1)C=1N=NN(C1NC(O[C@H](C)C1=C(C=CC=C1)Cl)=O)C)NS(=O)(=O)C (R)-1-(2-chlorophenyl)ethyl (4-(6-fluoro-5-(methylsulfonamido)pyridin-2-yl)-1-methyl-1H-1,2,3-triazol-5-yl)carbamate